2-(Cyanomethyl)-2-methyl-malonic acid diethyl ester C(C)OC(C(C(=O)OCC)(C)CC#N)=O